4-nitrophenyl 4-(bis(4H-benzo[d][1,3]dioxin-6-yl)methyl)piperazine-1-carboxylate O1COCC2=C1C=CC(=C2)C(N2CCN(CC2)C(=O)OC2=CC=C(C=C2)[N+](=O)[O-])C2=CC1=C(OCOC1)C=C2